4-(4-hydroxy-3-isopropylbenzyl)-3,5-dimethylphenol OC1=C(C=C(CC2=C(C=C(C=C2C)O)C)C=C1)C(C)C